5,7-dihydrofuro[3,4-d]Pyrimidine N1=CN=CC2=C1COC2